C(CC)(OCC)(OCC)OCC triethyl ortho-propionate